Methyl 3-amino-6-(1-(1-(tert-butoxycarbonyl)piperidin-4-yl)-1H-pyrazol-4-yl)pyrazine-2-carboxylate NC=1C(=NC(=CN1)C=1C=NN(C1)C1CCN(CC1)C(=O)OC(C)(C)C)C(=O)OC